Ethyl 1-(5-{5-[2-ethoxy-6-(trifluoromethyl)pyridin-4-yl]-7-[{[1-(methoxymethyl)cyclopentyl]methyl}(methyl)amino]-1H-imidazo[4,5-b]pyridin-2-yl}pyrazin-2-yl)piperidine-4-carboxylate C(C)OC1=NC(=CC(=C1)C1=CC(=C2C(=N1)N=C(N2)C=2N=CC(=NC2)N2CCC(CC2)C(=O)OCC)N(C)CC2(CCCC2)COC)C(F)(F)F